methyl 1-(5-(azetidin-3-yl)-7-methyl-2,3-dihydro-1H-inden-1-yl)piperidine-4-carboxylate N1CC(C1)C=1C=C2CCC(C2=C(C1)C)N1CCC(CC1)C(=O)OC